NC=1C=CC(=C(C1)S(=O)(=O)F)C 5-amino-2-methyl-benzenesulfonyl fluoride